5-chloro-2-[[(1R)-1-[3-(difluoromethyl)-6-fluoro-2-morpholino-4-oxo-quinazolin-8-yl]ethyl]amino]benzoic acid ClC=1C=CC(=C(C(=O)O)C1)N[C@H](C)C=1C=C(C=C2C(N(C(=NC12)N1CCOCC1)C(F)F)=O)F